(R)-5-(4-(2,2-dimethylcyclopentyl)phenyl)-7-oxo-4,7-dihydropyrazolo[1,5-a]pyrimidine-3-carboxylic acid ethyl ester C(C)OC(=O)C=1C=NN2C1NC(=CC2=O)C2=CC=C(C=C2)[C@H]2C(CCC2)(C)C